γ-Aminopropyltrimethoxysilan NCCC[Si](OC)(OC)OC